NC1=C(C#N)C(=CC=C1F)F 2-amino-3,6-difluoro-benzonitrile